C(C)OC(=O)N1CC2(C1)C[C@H](CC2)O (6S)-6-hydroxy-2-azaspiro[3.4]octane-2-carboxylic acid ethyl ester